CN(C1=CC=2N(C=C1)C=C(N2)C2=CC=C(C=C2)N2CCC(CC2)CCN2CCN(CC2)C=2C=C1C(N(C(C1=CC2)=O)C2C(NC(CC2)=O)=O)=O)C 5-(4-(2-(1-(4-(7-(dimethylamino)imidazo[1,2-a]pyridin-2-yl)phenyl)piperidin-4-yl)ethyl)piperazin-1-yl)-2-(2,6-dioxopiperidin-3-yl)isoindoline-1,3-dione